1-methyl-3-(2-chloro-4-pyrimidinyl)-5,6-dichloroindole CN1C=C(C2=CC(=C(C=C12)Cl)Cl)C1=NC(=NC=C1)Cl